Cl.C1(=CC=CC=C1)OC(=O)N1CC2=CC(=CC=C2C1)C(=O)N1CC2=CC=CC=C2C[C@H]1CN1CCOCC1 6-[(3S)-3-(morpholin-4-ylmethyl)-1,2,3,4-tetrahydroisoquinoline-2-carbonyl]-2,3-dihydro-1H-isoindole-2-carboxylic acid phenyl ester hydrochloride